COC=1C=C(OC2CCC(CC2)NC(C)=O)C=CC1C#N N-(4-(3-methoxy-4-cyanophenoxy)cyclohexyl)acetamide